2-oxo-5-azabicyclo[2.2.2]octane-3-carbonyl chloride O=C1C2CNC(C1C(=O)Cl)CC2